(E)-1-(2,4-dihydroxy-6-methoxyphenyl)-3-(naphthalene-2-yl)prop-2-en-1-one OC1=C(C(=CC(=C1)O)OC)C(\C=C\C1=CC2=CC=CC=C2C=C1)=O